methyl (2R)-2-(tert-butoxycarbonylamino)-4-methyl-pentanoate C(C)(C)(C)OC(=O)N[C@@H](C(=O)OC)CC(C)C